C(C1=CC=CC=C1)NC(CC1=CC=C(C=N1)C1=CC=C(C=C1)NCCCC(=O)NO)=O 4-((4-(6-(2-(Benzylamino)-2-oxoethyl)pyridin-3-yl)phenyl)amino)-N-hydroxybutyramide